ClC1=C(C=CC(=C1)CCOCCC)C=1C=CC2=C(C=C(CCS2(=O)=O)C(=O)NC2=CC=C(C=C2)CN(C2CCOCC2)C)C1 7-[2-chloro-4-(2-propoxyethyl)phenyl]-N-[4-[[N-methyl-N-(tetrahydropyran-4-yl)amino]methyl]phenyl]-1,1-dioxo-2,3-dihydro-1-benzothiepine-4-carboxamide